(R)-7-(4-(1-(2,2-difluoro-1-(4-fluorophenyl)propyl)-1H-pyrazol-4-yl)-5-fluoropyrimidin-2-yl)-[1,2,4]triazolo[1,5-a]pyridin-2-amine FC([C@@H](C1=CC=C(C=C1)F)N1N=CC(=C1)C1=NC(=NC=C1F)C1=CC=2N(C=C1)N=C(N2)N)(C)F